NC1=C(C=NC(=N1)N1C(=NC2=C1C=C(C=C2)F)C)F 6-amino-5-fluoro-2-(6-fluoro-2-methyl-1H-benzimidazol-1-yl)pyrimidin